2,4-diamino-4-chlorobenzoic acid NC1=C(C(=O)O)C=CC(C1)(Cl)N